2-(dimethyl-aminomethyl)phenol CC(C1=C(C=CC=C1)O)(N)C